5-cyano-2-(4-(2,4-difluorophenoxy)piperidin-1-yl)phenyl-2-oxo-1,2-dihydropyridine-3-carboxamide C(#N)C=1C=CC(=C(C1)N1C(C(=CC=C1)C(=O)N)=O)N1CCC(CC1)OC1=C(C=C(C=C1)F)F